(7S)-4,7-difluoro-N-[(1R)-3-(4a-hydroxyocta-hydroisoquinolin-2(1H)-yl)-1-(6-pyridazin-4-ylpyridin-3-yl)propyl]-7-(1-methylethyl)-5,6,7,8-tetrahydroacridine-2-carboxamide FC1=CC(=CC2=CC=3C[C@@](CCC3N=C12)(C(C)C)F)C(=O)N[C@H](CCN1CC2CCCCC2(CC1)O)C=1C=NC(=CC1)C1=CN=NC=C1